FC1=C2CC(CC2=CC(=C1)OCC(C)(C)O)C=O 4-fluoro-6-(2-hydroxy-2-methylpropoxy)-2,3-dihydro-1H-indene-2-carbaldehyde